O1CC(C1)CN1[C@H]2[C@@](CCC1)(CCC2)COC=2N=C(C1=C(N2)C(=C(N=C1)C1=CC(=CC2=CC=C(C(=C12)C#C)F)O)F)N1CCOCCC1 4-(2-{[(4aS,7aR)-1-[(oxetan-3-yl)methyl]-octahydro-1H-cyclopenta[b]pyridin-4a-yl]methoxy}-8-fluoro-4-(1,4-oxazepan-4-yl)pyrido[4,3-d]pyrimidin-7-yl)-5-ethynyl-6-fluoronaphthalen-2-ol